C(C)OC(CC1(CC2(C1)CCC1(OCCO1)CC2)O)=O.C(C)(C)S(=O)(=O)N2CCNCC2 1-(Isopropylsulfonyl)piperazine Ethyl-2-(2-hydroxy-8,11-dioxadispiro[3.2.47.24]tridecan-2-yl)acetate